benzyl (2S)-4-cyclopropyl-4-hydroxy-2-(4-(methoxycarbonyl)phenyl)piperidine-1-carboxylate C1(CC1)C1(C[C@H](N(CC1)C(=O)OCC1=CC=CC=C1)C1=CC=C(C=C1)C(=O)OC)O